monobromopinacolone BrCC(C(C)(C)C)=O